3-BENZOYL-1H-PYRROLO[2,3-B]PYRIDIN C(C1=CC=CC=C1)(=O)C1=CNC2=NC=CC=C21